1-(1-(piperidin-4-yl)-1H-indazol-4-yl)dihydropyrimidine-2,4(1H,3H)-dione 2,2,2-trifluoroacetate FC(C(=O)O)(F)F.N1CCC(CC1)N1N=CC2=C(C=CC=C12)N1C(NC(CC1)=O)=O